5-[(2S)-2-(hydroxymethyl)pyrrolidin-1-yl]-2-[(4-methoxyphenyl)methyl]-4-(trifluoromethyl)-2,3-dihydropyridazin-3-one OC[C@H]1N(CCC1)C1=C(C(N(N=C1)CC1=CC=C(C=C1)OC)=O)C(F)(F)F